N1(C=CC=CC=C1)S(=O)(=O)C=1C(=NC=CC1)C1=C(N=C(S1)N)C1=NC=C(C=C1)OC(C)C (3-(azepin-1-ylsulfonyl)pyridin-2-yl)-4-(5-isopropoxypyridin-2-yl)thiazol-2-amine